C(C1=CC=CC=C1)OC(=O)N[C@H](C(=O)N(C)[C@H]([C@@H](CC(=O)OC(C)(C)C)OC)[C@H](CC)C)C(C)C tert-butyl (3R,4S,5S)-4-[(2S)-2-[[(benzyloxy)carbonyl]amino]-N,3-dimethylbutanamido]-3-methoxy-5-methylheptanoate